ClC=1C=C(C=C(C1OCCCl)Cl)C(C)(C)C1=CC=C(N)C=C1 4-[1-[3,5-dichloro-4-(2-chloroethoxy)-phenyl]-1-methyl-ethyl]aniline